[Ru].CC1=C(C(=CC(=C1)C)C)N1C(N(CC1)C1=C(C=C(C=C1C)C)C)=C1C(CCC(C1)(Cl)Cl)(P(C1CCCCC1)C1CCCCC1)C1C=C(C2=CC=CC=C12)C1=CC=CC=C1 [1,3-bis(2,4,6-trimethylphenyl)-2-imidazolidineylidene]dichloro-(3-phenyl-1H-inden-1-yl)(tricyclohexylphosphine) ruthenium